tert-butyl (2S,3S)-2-(3-bromo-2-fluorobenzyl)-3-(methylsulfonamido)pyrrolidine-1-carboxylate BrC=1C(=C(C[C@@H]2N(CC[C@@H]2NS(=O)(=O)C)C(=O)OC(C)(C)C)C=CC1)F